FC1=CC=2C(C=C(OC2C2=C1N(C(=N2)C(F)(F)F)C)C2=CC=NC=C2)=O 4-fluoro-3-methyl-8-(pyridin-4-yl)-2-(trifluoromethyl)chromeno[7,8-d]imidazol-6(3H)-one